1-Hexyl-2-butylpyrrolium methansulfonat CS(=O)(=O)[O-].C(CCCCC)[NH+]1C(=CC=C1)CCCC